COC(C1=C(C=C(C=C1)C1=C(C=CC=2CN(COC21)C(C2=C(C=C(C=C2Cl)Br)Cl)=O)F)N2CCOCC2)=O 4-[3-(4-Bromo-2,6-dichlorobenzoyl)-7-fluoro-2,4-dihydro-1,3-benzoxazin-8-yl]-2-morpholin-4-ylbenzoic acid methyl ester